N-((1R,2S)-2-(2-chlorophenyl)cyclopropyl)-4-fluoropyrrolidine-2-carboxamide ClC1=C(C=CC=C1)[C@H]1[C@@H](C1)NC(=O)C1NCC(C1)F